2-{3-[2-(1-{[3,5-bis(difluoromethyl)-1H-pyrazol-1-yl] acetyl} piperidin-4-yl)-1,3-thiazol-4-yl]-4,5-dihydro-1,2-oxazol-5-yl}-3-chlorophenylmethanesulfonate FC(C1=NN(C(=C1)C(F)F)CC(=O)N1CCC(CC1)C=1SC=C(N1)C1=NOC(C1)C1=C(C=CC=C1Cl)CS(=O)(=O)[O-])F